N1=C(C=CC2=CC=CC=C12)C(=O)[O-].[Zn+2].N1=C(C=CC2=CC=CC=C12)C(=O)[O-] zinc quinolinate